[(2S,4S)-4-(trifluoromethyl)pyrrolidin-2-yl]methanol hydrochloride Cl.FC([C@H]1C[C@H](NC1)CO)(F)F